CC1=C2CCC(=C2CC(CC1)C(C)C)C guaia-3,9-diene